2-Hydroxy-4-(5,5,8,8-tetramethyl-5,6,7,8-tetrahydro-anthracen-2-yl)-benzic acid OC1=C(C(=O)O)C=CC(=C1)C1=CC2=CC=3C(CCC(C3C=C2C=C1)(C)C)(C)C